(4Z,7Z,10Z,13Z,16Z,19Z)-docosa-4,7,10,13,16,19-hexaenoyl chloride C(CC\C=C/C\C=C/C\C=C/C\C=C/C\C=C/C\C=C/CC)(=O)Cl